2-amino-5-(3-(4-carbamoylphenyl)-1H-pyrrolo[2,3-b]pyridin-5-yl)-3-fluoro-N,N-dimethylbenzamide NC1=C(C(=O)N(C)C)C=C(C=C1F)C=1C=C2C(=NC1)NC=C2C2=CC=C(C=C2)C(N)=O